(S)-1-[2-(6-Fluorobenzo[d]isoxazol-3-yl)phenyl]-2-(3-methyl-6-methylsulfonylpyridin-2-yl)ethan-1-amine FC1=CC2=C(C(=NO2)C2=C(C=CC=C2)[C@H](CC2=NC(=CC=C2C)S(=O)(=O)C)N)C=C1